2-tertbutoxy-2-oxoethyl-zinc bromide [Br-].C(C)(C)(C)OC(C[Zn+])=O